zirconium tetra(ethyl-methyl-ammonia) C(C)NC.C(C)NC.C(C)NC.C(C)NC.[Zr]